CNC=1C=C2C=CN(C2=CC1)C(=O)OC(C)(C)C tert-butyl 5-(methylamino)-1H-indole-1-carboxylate